C(C)(C)(C)OC(NC=1C(=NC(=NC1)C)C)=O (2,4-dimethyl-pyrimidine-5-yl)carbamic acid tert-butyl ester